C[C@@H]1N(C[C@H](N(C1)CC1CCOCC1)C)C(=O)N1C(C=2NN=C(C2C1)NC(=O)C1=NC=C(C=C1)OC)(C)C N-(5-{[(2S,5R)-2,5-dimethyl-4-(tetrahydro-2H-pyran-4-ylmethyl)piperazin-1-yl]carbonyl}-6,6-dimethyl-1,4,5,6-tetrahydropyrrolo[3,4-c]pyrazol-3-yl)-5-methoxypyridine-2-carboxamide